tert-butyl 1-(2-hydroxypyridin-4-yl)-7-(4-(methoxycarbonyl) phenoxy)-3-(trifluoromethyl)-1,4,6,7-tetrahydro-5H-pyrazolo[4,3-c]pyridine-5-carboxylate OC1=NC=CC(=C1)N1N=C(C=2CN(CC(C21)OC2=CC=C(C=C2)C(=O)OC)C(=O)OC(C)(C)C)C(F)(F)F